N=1SN=C2C1C=C(C(=C2)C(O)=N)C(=O)O 2,1,3-benzothiadiazole-5,6-dicarboxylic acid imide